(S)-2-methyl-6-(2,2,2-trifluoroethyl)-1,2,3,4-tetrahydroquinoline C[C@@H]1NC2=CC=C(C=C2CC1)CC(F)(F)F